CC1=NN=C(N=N1)C(C(=O)O)C (6-methyl-1,2,4,5-tetrazin-3-yl)propanoic acid